potassium laurate, sodium salt [Na+].C(CCCCCCCCCCC)(=O)[O-].[K+].C(CCCCCCCCCCC)(=O)[O-]